ClC=1C=C2C(=NC(=NC2=C(C1C1=C(C(=CC(=N1)N)C)C(F)(F)F)F)OC[C@H]1N(CCC1)C)N1CC2CCC(C1)N2 6-(6-chloro-4-{3,8-diazabicyclo[3.2.1]octan-3-yl}-8-fluoro-2-{[(2S)-1-methylpyrrolidin-2-yl]methoxy}quinazolin-7-yl)-4-methyl-5-(trifluoromethyl)pyridin-2-amine